O=C(NCCOCCOCCOCCNC(OC(C)(C)C)=O)C1=CC2=CC=CC(=C2C=C1)C1=CC=C(C=C1)C(F)(F)F tert-butyl (1-oxo-1-(5-(4-(trifluoromethyl) phenyl) naphthalen-2-yl)-5,8,11-trioxa-2-azatridecan-13-yl)carbamate